2-(butylthio)-6-chloro-3-nitrothieno[2,3-b]pyridine C(CCC)SC1=C(C=2C(=NC(=CC2)Cl)S1)[N+](=O)[O-]